N1(CCCCC1)NC(C)=O N-Piperidinyl-acetamide